C1C(C2=CC=CC=C2)O1 styrol oxide